COC(N[C@@H](CC\C=C\C(=O)N(C)C)C(NC=1C(N(C=CC1)CC1=CC=2N=CN=C(C2N1)CC(C)C)=O)=O)=O Methyl-N-[(E,1S)-6-(dimethylamino)-1-[[1-[(4-isobutyl-5H-pyrrolo[3,2-d]pyrimidin-6-yl)methyl]-2-oxo-3-pyridyl]carbamoyl]-6-oxo-hex-4-enyl]carbamat